ClC1=C(C=CC=C1)C1=C(C(=CC=C1)NC(=O)[C@H]1N([C@@H]2C[C@@H]2C1)C(=O)OC(C)(C)C)F (1R,3S,5R)-tert-Butyl 3-((2'-chloro-2-fluoro-[1,1'-biphenyl]-3-yl)carbamoyl)2-azabicyclo[3.1.0]hexan-2-carboxylate